1-(5-bromo-2-nitrophenyl)-Piperidine BrC=1C=CC(=C(C1)N1CCCCC1)[N+](=O)[O-]